ClC=1C(=NC=CN1)C=1C=CC(=C(C1)S(=O)(=O)NC(C)C)OC 5-(3-chloropyrazin-2-yl)-N-isopropyl-2-methoxy-benzenesulfonamide